Cl.ClCC1=NN(C=N1)C 3-chloromethyl-1-methyl-1H-[1,2,4]triazole hydrochloride